C1(CCCC2=CC=CC=C12)NC1=CC=CC=C1 Tetrahydronaphthylanilin